NC1(CCCC1)C(=O)NCC1=C(C(=CC=C1)Cl)F 1-amino-N-(3-chloro-2-fluorobenzyl)cyclopentanecarboxamide